(didodecylamino)N1,N1,4-tridodecyl-1-piperazineethylamine C(CCCCCCCCCCC)N(CCCCCCCCCCCC)C1N(CCN(C1)CCCCCCCCCCCC)CCN(CCCCCCCCCCCC)CCCCCCCCCCCC